(2R,3R,4S,5S)-4-[[3-(3,4-difluorophenyl)-4,5-dimethyl-5-(trifluoromethyl)tetrahydrofuran-2-carbonyl]amino]pyridine-2-carboxamide FC=1C=C(C=CC1F)[C@@H]1[C@@H](O[C@@]([C@H]1C)(C(F)(F)F)C)C(=O)NC1=CC(=NC=C1)C(=O)N